BrC1=CC=C(S1)C(=O)C1C(N(CC(C1)C)C(=O)OC(C)(C)C)=O tert-Butyl 3-(5-bromothiophene-2-carbonyl)-5-methyl-2-oxo-piperidine-1-carboxylate